ClC1=NC(=NC(=N1)Cl)C=1C=CC2=C(OC3=C2C=CC=C3)C1 2,4-dichloro-6-(dibenzo[B,D]furan-3-yl)-1,3,5-triazin